NC1=CC(=NO1)C1CCN(CC1)C(=O)C1=CC(=CC=C1)S(=O)(=O)C (4-(5-aminoisoxazol-3-yl)piperidin-1-yl)(3-(methylsulfonyl)phenyl)methanone